zinc borate-melamine N1=C(N)N=C(N)N=C1N.B([O-])([O-])[O-].[Zn+2].B([O-])([O-])[O-].[Zn+2].[Zn+2]